O-benzyl-N-(4,6-bis-propylamino-[1,3,5]Triazin-2-yl)-N-methyl-hydroxylamine C(C1=CC=CC=C1)ON(C)C1=NC(=NC(=N1)NCCC)NCCC